[Pt+4].C1(CCCCC1)N cyclohexylamine platinum (IV)